COC(C1=CC=C(C=C1)C(C)N1[C@@H](CN(CC1)C1=C(C(N(C2=CC=C(N=C12)C#N)C)=O)C#N)C)=O 4-{1-[(2R)-4-(3,6-dicyano-1-methyl-2-oxo-1,2-dihydro-1,5-naphthyridin-4-yl)-2-methylpiperazin-1-yl]ethyl}benzoic acid methyl ester